C(C=1C(O)=CC=CC1)=NCC=1C(O)=CC=CC1 N-salicylidenesalicylamine